copper bis[3-hydroxy-4-(phenylazo)-2-naphthoate] OC=1C(=CC2=CC=CC=C2C1N=NC1=CC=CC=C1)C(=O)[O-].OC=1C(=CC2=CC=CC=C2C1N=NC1=CC=CC=C1)C(=O)[O-].[Cu+2]